1-(2-(2-(4-(trifluoromethyl)phenyl)acetyl)piperidin-4-yl)-1,3-dihydro-2H-benzo[d]imidazol-2-one FC(C1=CC=C(C=C1)CC(=O)C1NCCC(C1)N1C(NC2=C1C=CC=C2)=O)(F)F